C(C)(C)(C)C1=CC=C(C=C1)N1N=CC=2C1=NC(=NC2NC(=O)C=2SC(=CC2)[N+](=O)[O-])OCC(C(F)F)(F)F N-(1-(4-(tert-butyl)phenyl)-6-(2,2,3,3-tetrafluoropropoxy)-1H-pyrazolo[3,4-d]pyrimidin-4-yl)-5-nitrothiophene-2-carboxamide